CC1=CC=C(CN2C(N(SC2=O)CC)=O)C=C1 4-(4-methylbenzyl)-2-ethyl-1,2,4-thiadiazole-3,5-dione